C(C)OC(C1=C(N=C(C=C1)Cl)CNC1C(NC(CC1)=O)=O)=O 6-Chloro-2-(((2,6-dioxopiperidin-3-yl)amino)methyl)nicotinic acid ethyl ester